F[C@@]1([C@H](O)[C@H](O)[C@@H](CO)O1)N1C=NC2=C(N)NC(=O)N=C12 fluoro-isoguanosine